O[C@@H]1[C@@H](OC2=CC(=CC(=C2C1)O)O)C1=CC(=C(C=C1)O)O (-)-cis-3,3',4',5,7-pentahydroxyflavan